tert-Butyl [(S)-(3-chlorophenyl){5-[(R)-(4-chloropyrimidin-5-yl)(hydroxy)methyl]-3-thienyl}methyl]carbamate ClC=1C=C(C=CC1)[C@@H](C1=CSC(=C1)[C@H](O)C=1C(=NC=NC1)Cl)NC(OC(C)(C)C)=O